[C@@]12(CCCC2C1)C=1C2=C(N(N1)C(=O)N1CCN3CCC1CC3)CCC2 R-(3-(bicyclo[3.1.0]hexan-1-yl)-5,6-dihydrocyclopenta[c]pyrazol-1(4H)-yl)(1,4-diazabicyclo[3.2.2]nonan-4-yl)methanone